(2R)-6-methylhept-5-ene CC(=CCCCC)C